COC1=C(C=CC(=C1)OC)COC(=O)[C@@H]1[C@@H](CCCC1)C(=O)O (1R,2S)-2-[(2,4-Dimethoxyphenyl)methoxycarbonyl]cyclohexane-carboxylic acid